OC1C(CC1)C1=C(C(N(N=C1C1=CC=C(C=C1)C(F)(F)F)C=1C=NC=CC1)=O)C(=O)N (+)-N-cis-2-Hydroxycyclobutyl-3-oxo-2-(pyridin-3-yl)-6-[4-(trifluoromethyl)phenyl]-2,3-dihydropyridazine-4-carboxamide